1,3-dibenzylimidazoline-2-one C(C1=CC=CC=C1)N1C(N(CC1)CC1=CC=CC=C1)=O